ClC1=NN=C2N1C1=CC=CC=C1C(=N2)N(C2=CC(=CC=C2)C#CC2(CC2)C(F)(F)F)C chloro-N-methyl-N-(3-((1-(trifluoromethyl)cyclopropyl)ethynyl)phenyl)-[1,2,4]triazolo[4,3-a]quinazolin-5-amine